(±)-tert-butyl 2-(1,2-dimethylpiperidin-4-ylidene)hydrazine-1-carboxylate CN1[C@@H](CC(CC1)=NNC(=O)OC(C)(C)C)C |r|